C(C)(C)(C)OC(NCCCCCCCCCCC#CC1=C2C(N(C(C2=CC=C1)=O)C1C(NC(CC1)=O)=O)=O)=O tert-Butyl(12-(2-(2,6-dioxopiperidin-3-yl)-1,3-dioxoisoindolin-4-yl)dodeca-11-yn-1-yl)carbamate